[2-(2,6-dioxopiperidin-3-yl)-3-oxo-4-(propan-2-yloxy)-2,3-dihydro-1H-isoindol-5-yl]methyl N-[4-(2-chloro-4-fluorophenoxy)phenyl]carbamate ClC1=C(OC2=CC=C(C=C2)NC(OCC=2C(=C3C(N(CC3=CC2)C2C(NC(CC2)=O)=O)=O)OC(C)C)=O)C=CC(=C1)F